3-(5-(((1R,2S)-2-((3-hydroxy-3-methylbutyl)amino)cyclohexyl)oxy)-1-oxoisoindolin-2-yl)piperidine-2,6-dione OC(CCN[C@@H]1[C@@H](CCCC1)OC=1C=C2CN(C(C2=CC1)=O)C1C(NC(CC1)=O)=O)(C)C